ON=C1C=C(C(C2=CC=CC=C12)=O)N[C@@H](C(=O)NC1=C(C=C(C=C1)Br)C)CC1=CC=CC=C1 (R)-2-((4-(hydroxyimino)-1-oxo-1,4-dihydronaphthalen-2-yl)amino)-3-phenyl-N-(2-methyl-4-bromophenyl)-propionamide